hydroxy-4-ethoxy-4'-propoxybenzophenone OC1=C(C(=O)C2=CC=C(C=C2)OCCC)C=CC(=C1)OCC